N,N-dipropyl-N'-(3-(1,2,3,4,5,8-hexahydroindolizin-7-yl)-1H-indol-5-yl)urea C(CC)N(C(=O)NC=1C=C2C(=CNC2=CC1)C1=CCN2CCCC2C1)CCC